1-benzyl-2-ethyl-1H-benzo[d]imidazole-6-carbonitrile C(C1=CC=CC=C1)N1C(=NC2=C1C=C(C=C2)C#N)CC